N=1C=CN2C1C[C@H](CC2)COC2=NC=CC(=C2)CNC=2C=C1C=CN=C(C1=CC2)N |o1:6| (S*)-N6-((2-((5,6,7,8-tetrahydroimidazo[1,2-a]pyridin-7-yl)methoxy)pyridin-4-yl)methyl)isoquinoline-1,6-diamine